ClC1=CC=C(C=C1)COC=1C(=C(C=NC1)CC1=C(C(=NC=C1)NS(NC)(=O)=O)F)C 4-[[5-[(4-chlorophenyl)methoxy]-4-methyl-3-pyridinyl]methyl]-3-fluoro-N-(methylsulfamoyl)pyridin-2-amine